((1S)-3-(cyclopropylamino)-1-[[(3S,5R)-5-methyl-2-oxo-pyrrolidin-3-yl]methyl]-2,3-dioxo-propyl)-2-[(2,2,2-trifluoroacetyl)amino]benzamide C1(CC1)NC(C([C@@H](C[C@@H]1C(N[C@@H](C1)C)=O)C=1C(=C(C(=O)N)C=CC1)NC(C(F)(F)F)=O)=O)=O